C(CCCCCC)NC(OC1=CC(=CC(=C1)O)C=1C=NC=C(C1)C=1OC=NN1)=O 3-(5-(1,3,4-oxadiazol-2-yl)pyridin-3-yl)-5-hydroxyphenyl heptylcarbamate